C(C)OC(C(F)(F)C1=CC(=CC=C1)Cl)=O 2-(3-Chlorophenyl)-2,2-difluoroacetic acid ethyl ester